NC=1C=C(C=CC1)N=NC=1C=C(C=CC1)C(C)=O {3-[(3-aminophenyl)diazenyl]phenyl}ethan-1-one